COCCOC=1C=C2C(=CC=NC2=CC1)C(=O)N 6-(2-methoxyethoxy)quinoline-4-carboxamide